ClC1=C(C=C(C=C1)OC)C1=C(C=C2C(C(COC2=C1)(C)C)NC(O[C@@H]1CN2CCC1CC2)=O)OC (S)-quinuclidin-3-yl (7-(2-chloro-5-methoxyphenyl)-6-methoxy-3,3-dimethylchroman-4-yl)carbamate